NC1=C2N=CN(C2=NC(=N1)N/N=C/C1=CC(=C(C=C1)OCC1=CC=CC=C1)OCC1=CC=CC=C1)[C@@H]1O[C@@H]([C@H]([C@H]1O)O)CO (2R,3R,4S,5R)-2-{6-amino-2-{2-[(E)-3,4-bis(benzyloxy)benzylidene]hydrazino}-9H-purin-9-yl}-5-(hydroxymethyl)tetrahydrofuran-3,4-diol